BrC=1N=C2C(=NC1)N(C(C(=C2)C(NCC2=CC=C(C=C2)Cl)=O)=O)CC(=O)O [2-bromo-7-{[(4-chlorophenyl)methyl]carbamoyl}-6-oxopyrido[2,3-b]pyrazin-5(6H)-yl]acetic acid